1-((8-((2,2'-dimethyl-3'-(3-morpholinopropoxy)-[1,1'-biphenyl]-3-yl)amino)-1,7-naphthyridin-3-yl)methyl)-4-hydroxypyrrolidine-2-acetic acid CC1=C(C=CC=C1NC=1N=CC=C2C=C(C=NC12)CN1C(CC(C1)O)CC(=O)O)C1=C(C(=CC=C1)OCCCN1CCOCC1)C